difluoro-N'-phenylacetyl-hydrazine FN(NC(CC1=CC=CC=C1)=O)F